N[C@@H](CC1=NC(=NO1)C1=CC=C(C(=O)N2C[C@H]([C@@H](C2)C(=O)N[C@@H]2[C@H](C2)C2=CC=CC=C2)C(=O)N[C@@H]2[C@H](C2)C2=CC=CC=C2)C=C1)C(=O)NCCCCCC (3S,4S)-1-(4-(5-((S)-2-amino-3-(hexylamino)-3-oxopropyl)-1,2,4-oxadiazol-3-yl)benzoyl)-N3,N4-bis((1S,2R)-2-phenylcyclopropyl)pyrrolidine-3,4-dicarboxamide